NC1=C(C(=NC=N1)NC1=CC2=C(C(NC23CCCCC3)=O)S1)C 2'-((6-amino-5-methylpyrimidin-4-yl)amino)spiro[cyclohexane-1,4'-thieno[2,3-c]pyrrole]-6'(5'h)-one